1-(4-(3-chloropropyl)-1-oxoisoindolin-2-yl)dihydropyrimidine-2,4(1h,3h)-dione ClCCCC1=C2CN(C(C2=CC=C1)=O)N1C(NC(CC1)=O)=O